NC(CC[C@@H](C1=CC=CC=C1)NC(=O)N1CC2=CC=C(C(=C2CC1)C1=CC=C(C=C1)C(F)(F)F)F)=O (S)-N-(4-amino-4-oxo-1-phenylbutyl)-6-fluoro-5-(4-(trifluoromethyl)phenyl)-3,4-dihydroisoquinoline-2(1H)-carboxamide